5-[3-(1H-imidazol-1-yl)propoxy]-1H-1,2,3-benzotriazole N1(C=NC=C1)CCCOC1=CC2=C(NN=N2)C=C1